C(C)(C)(C)NC(C(=O)C1=C(C(=C(N1C)C)C(=O)O)C)=O 5-(2-(tert-butylamino)-2-oxoacetyl)-1,2,4-trimethyl-1H-pyrrole-3-carboxylic acid